C(C=1C(O)=CC=CC1)(=O)[O-].[Na+].C(C=1C(O)=CC=CC1)(=O)[O-].[Na+] sodium salicylate Sodium salicylate